(2-tert-butoxy-2-oxo-ethyl)-(4-oxo-4-piperazin-1-yl-butyl) carbamate C(N)(OC(CCC(N1CCNCC1)=O)CC(=O)OC(C)(C)C)=O